4,4-difluoro-2-(4-fluorophenyl)-N-{4-[5-methyl-4-oxo-3-phenyl-7-(2,2,2-trifluoroethyl)-4,5,6,7-tetrahydro-1H-pyrrolo[3,2-c]pyridin-2-yl]pyridin-2-yl}butanamide FC(CC(C(=O)NC1=NC=CC(=C1)C1=C(C=2C(N(CC(C2N1)CC(F)(F)F)C)=O)C1=CC=CC=C1)C1=CC=C(C=C1)F)F